NCC1CCC(CC1)C(=O)O L-4-aminomethyl-cyclohexanecarboxylic acid